C(C)(C)C=1C=C(C=C(C1N1C(=NC=C1)C1=CC(=CC=C1)I)C(C)C)C1=CC=CC=C1 1-(3,5-diisopropyl-[1,1'-biphenyl]-4-yl)-2-(3-iodophenyl)-1H-imidazole